tert-butyl (2R)-2-(tert-butoxycarbonylamino)-3-(4-nitrophenyl)propanoate C(C)(C)(C)OC(=O)N[C@@H](C(=O)OC(C)(C)C)CC1=CC=C(C=C1)[N+](=O)[O-]